N[C@H](CCC(N)=O)C(=O)OC methyl D-glutaminate